6-bromo-3,3-dimethyl-1-(thiophen-2-ylmethyl)indolin-2-one BrC1=CC=C2C(C(N(C2=C1)CC=1SC=CC1)=O)(C)C